FC1=C(C=CC(=C1F)OC)C1=CN=C(N1C)C(=O)N (E)-5-(2,3-difluoro-4-methoxy-phenyl)-1-methyl-imidazole-2-carboxamide